4-amino-2'-chloro-4'-methyl-[1,1'-biphenyl] NC1=CC=C(C=C1)C1=C(C=C(C=C1)C)Cl